2-methoxy-ethyl-acrylate COCCOC(C=C)=O